NC(C)(C)C1=CC(=NC(=C1Cl)C1=CC=C(C=C1)F)OC1[C@@H]2CN(C[C@H]12)C(=O)C=1C(=NN(C1)C1=NC=CC=N1)OC ((1R,5S,6s)-6-((4-(2-aminopropan-2-yl)-5-chloro-6-(4-fluorophenyl)pyridin-2-yl)oxy)-3-azabicyclo[3.1.0]hexan-3-yl)(3-methoxy-1-(pyrimidin-2-yl)-1H-pyrazol-4-yl)methanone